ClC1=C(C=CC=C1F)[C@@H]1[C@@H]2C[C@@H]2CN1C=1C=NC(=NC1)C(=O)N[C@H](C)\C=C\S(=O)(=O)C 5-((1R,2S,5S)-2-(2-Chloro-3-fluorophenyl)-3-azabicyclo[3.1.0]hexan-3-yl)-N-((R,E)-4-(methylsulfonyl)but-3-en-2-yl)pyrimidine-2-carboxamide